(R)-2-((2S,3R)-3-((tert-butoxycarbonyl)amino)-2-hydroxy-4-phenylbutanamido)-2-(3-(trifluoromethoxy)phenyl)propanoic acid C(C)(C)(C)OC(=O)N[C@@H]([C@@H](C(=O)N[C@](C(=O)O)(C)C1=CC(=CC=C1)OC(F)(F)F)O)CC1=CC=CC=C1